CC=1N=C(SC1)CN1[C@H]2CC(C[C@@H]1CC2)NC(=O)C2=CC=C1C=CNC1=C2 N-((1R,3s,5S)-8-((4-methylthiazol-2-yl)methyl)-8-azabicyclo[3.2.1]octan-3-yl)-1H-indole-6-carboxamide